BrC1=C(C(=CC2=C1[C@]([C@](O2)(C2=NC=CC=C2)CN2C(C1=CC=CC=C1C2=O)=O)(C)O)F)Cl 2-(((2R,3S)-4-bromo-5-chloro-6-fluoro-3-hydroxy-3-methyl-2-(pyridin-2-yl)-2,3-dihydrobenzofuran-2-yl)methyl)isoindoline-1,3-dione